S(=O)(=O)(O)C(C(=O)[O-])(CC1=CC=C(C=C1)O)N1C(CCC1=O)=O sulfosuccinimidyl-3-[4-hydroxyphenyl]propionate